1,2-bis(4-chlorophenoxy)ethane ClC1=CC=C(OCCOC2=CC=C(C=C2)Cl)C=C1